2-(3-(aminomethyl)-1,2,4-oxadiazol-5-yl)-N-(1-methylpiperidin-4-yl)-1-(2,2,2-trifluoroethyl)-1H-indol-4-amine NCC1=NOC(=N1)C=1N(C=2C=CC=C(C2C1)NC1CCN(CC1)C)CC(F)(F)F